[4,10-bis-tert-butoxycarbonylmethyl-7-(2-vinylsulfonyl-ethyl)-1,4,7,10-tetraaza-cyclododecan-1-yl]-acetic acid tert-butyl ester C(C)(C)(C)OC(CN1CCN(CCN(CCN(CC1)CC(=O)OC(C)(C)C)CCS(=O)(=O)C=C)CC(=O)OC(C)(C)C)=O